NC1=CC(=C(C(=O)NC2=NC=CC(=N2)N2CCC(CC2)(F)F)C=C1)C1CCC(CC1)(C)C 4-amino-N-(4-(4,4-difluoropiperidin-1-yl)pyrimidin-2-yl)-2-(4,4-dimethylcyclohexyl)benzamide